C(#N)N1C[C@H](CC1)CNC(=O)C1=NC2=C(N1)C=CC=C2 (R)-N-((1-Cyanopyrrolidin-3-yl)methyl)-1H-benzo[d]imidazol-2-carboxamid